[Br-].N1=CC=C(C=C1)C1=CC=NC=C1 4,4'-bipyridine bromide salt